ClC(OC1=CC=C(C=C1)NC(C1=CN=C(C(=C1)NC(=O)C1CCCC1)N1C[C@@H](CC1)O)=O)(F)F (R)-N-(4-(chlorodifluoromethoxy)phenyl)-5-(cyclopentanecarboxamido)-6-(3-hydroxyPyrrolidin-1-yl)nicotinamide